3-[bis(glycidoxymethyl)methoxy]-1,2-propylene glycol C(C1CO1)OCC(OCC(CO)O)COCC1CO1